BrC1=CN=C(N=N1)N[C@H]1[C@H]([C@@H]2CC[C@H](C1)N2C(=O)OC(C)(C)C)F |&1:9| (±)-tert-butyl (1S,3R,5R)-3-[(6-bromo-1,2,4-triazin-3-yl)amino]-2-fluoro-8-azabicyclo[3.2.1]octane-8-carboxylate